COCCCOC(=O)C1=CC=NN1 (3-methoxypropyl)-1H-pyrazole-5-carboxylate